ClC=1C=C(C=CC1Cl)C=1N(C(=CC(C1C(=O)O)=O)CN1N=C(C=C1C(F)(F)F)C1=CC=CC=C1)CC 2-(3,4-dichlorophenyl)-1-ethyl-4-oxo-6-[[3-phenyl-5-(trifluoromethyl)pyrazol-1-yl]methyl]pyridine-3-carboxylic acid